Isobutyl 3-(1-((1-(2-((4-chlorophenyl)sulfonamido)ethyl)piperidin-4-yl)methyl)-1H-1,2,3-triazol-4-yl)-5-fluoro-1H-indol-2-carboxylat ClC1=CC=C(C=C1)S(=O)(=O)NCCN1CCC(CC1)CN1N=NC(=C1)C1=C(NC2=CC=C(C=C12)F)C(=O)OCC(C)C